NC(C(=O)O)CCC alpha-aminovaleroic acid